C(C)(C)(C)OC(=O)N1CC(NCC1)CC.COC1C(CCC2=CC=CC=C12)CCN(CC)CC methoxy-2-[2-(N,N-diethylamino)ethyl]Tetrahydronaphthalene tert-butyl-3-ethylpiperazine-1-carboxylate